NNCCC amino(propylamine)